5-[6-(3-aminopiperidin-1-yl)pyridin-3-ylsulfonylamino]-1,3-thiazole-4-carboxylic acid NC1CN(CCC1)C1=CC=C(C=N1)S(=O)(=O)NC1=C(N=CS1)C(=O)O